C(#N)C1=CC=C(CN2C(=CC=C2)C(=O)NC=2SC=C(N2)C(C)(C)OC(C)C)C=C1 1-(4-cyanobenzyl)-N-(4-(2-isopropoxypropan-2-yl)thiazol-2-yl)-1H-pyrrole-2-carboxamide